3-(2-amino-5-benzoxazolyl)-1-(2,2-diethoxyethyl)-1H-pyrazolo[3,4-d]pyrimidin-4-amine NC=1OC2=C(N1)C=C(C=C2)C2=NN(C1=NC=NC(=C12)N)CC(OCC)OCC